COC1=C(C(=O)P(C2=C(CC(C=C2)(C)C)C)C(C2=C(C=CC=C2OC)OC)=O)C(=CC=C1)OC bis-(2,6-dimethoxybenzoyl)-2,4,4-trimethylphenylphosphine